4-chloro-3-(trifluoromethoxy)benzaldehyde ClC1=C(C=C(C=O)C=C1)OC(F)(F)F